ClC=1C=CC(=NC1)COC1=NN=C(S1)NC(=O)C1=NC=NC=C1C1=C(C=CC=C1)OC N-(5-((5-chloropyridin-2-yl)methoxy)-1,3,4-thiadiazol-2-yl)-5-(2-methoxyphenyl)pyrimidine-4-carboxamide